tert-butyl [2-({4-[({5-[(3-chloro-2-methoxyphenyl)carbamothioyl]-6-oxo-1,2,3,6-tetrahydropyridin-4-yl}amino)methyl]pyridin-3-yl}oxy)ethyl]carbamate ClC=1C(=C(C=CC1)NC(=S)C1=C(CCNC1=O)NCC1=C(C=NC=C1)OCCNC(OC(C)(C)C)=O)OC